NC1=NC(=CC(=N1)N1C(COCCC1)C1=C(C=C(O[C@@H](CO)C)C=C1)Cl)C (R)-2-{4-[4-(2-Amino-6-methyl-pyrimidin-4-yl)-[1,4]oxazepan-3-yl]-3-chloro-phenoxy}-propan-1-ol